ClC=1C=C(C=CC1Cl)C=1C(=C(C=CC1)F)N 3',4'-dichloro-3-fluoro-biphenyl-2-amine